BrC=1C=C(C=NC1C)[C@@H](C)N(S(=O)C(C)(C)C)CC N-((R)-1-(5-bromo-6-methylpyridin-3-yl)ethyl)-N-ethyl-2-methylpropane-2-sulfinamide